5-chloro-2-(methoxymethyl)-N-((1r,4r)-4-((3-(6-methyl-pyridin-3-yl)-2-oxo-2,3-dihydro-1H-benzo[d]imidazol-1-yl)methyl)cyclohexyl)nicotinamide ClC=1C=NC(=C(C(=O)NC2CCC(CC2)CN2C(N(C3=C2C=CC=C3)C=3C=NC(=CC3)C)=O)C1)COC